C1(=CCCCCC1)C1=NN2C(N(C(=C(C2=O)N2CCN(CC2)C(C2=C(C=NC=C2)O)=O)CC)CC(=O)NC2=CC=C(C=C2)S(F)(F)(F)(F)F)=N1 2-(2-(cyclohept-1-en-1-yl)-5-ethyl-6-(4-(3-hydroxyisonicotinoyl)piperazin-1-yl)-7-oxo-[1,2,4]triazolo[1,5-a]pyrimidin-4(7H)-yl)-N-(4-(pentafluoro-λ6-sulfaneyl)phenyl)acetamide